(4,6-Dicyano-1,3-phenylene)diboronic acid C(#N)C1=C(C=C(C(=C1)C#N)B(O)O)B(O)O